((1R,3R)-1-(2,6-difluoro-4-(2-(3-(fluoromethyl)azetidin-1-yl)ethoxy)phenyl)-3-methyl-3,4-dihydro-1H-pyrido[3,4-b]indol-2(9H)-yl)((1s,3S)-3-hydroxycyclobutyl)methanone FC1=C(C(=CC(=C1)OCCN1CC(C1)CF)F)[C@H]1N([C@@H](CC2=C1NC1=CC=CC=C21)C)C(=O)C2CC(C2)O